BrC=1C=NC=C(C1C)CO[Si](C)(C)C(C)(C)C 3-bromo-5-((tert-butyldimethylsilyloxy)methyl)-4-methylpyridine